FC1=CC=C(C=C1)C1=CC(=CC=C1)C(C)(C)NC(OC1CN2CCC1CC2)=O 1-azabicyclo[2.2.2]Oct-3-yl [2-(4'-fluorobiphenyl-3-yl) propan-2-yl]Carbamate